The molecule is a dihydroxyphenylacetic acid having the two hydroxy substituents at the 2- and 5-positions. It has a role as a human metabolite and a plant metabolite. It is a dihydroxyphenylacetic acid and a member of hydroquinones. It derives from a phenylacetic acid. It is a conjugate acid of a homogentisate. C1=CC(=C(C=C1O)CC(=O)O)O